FC(C=1C=C(C=CC1F)C=1C=C2C(=NC1)C=NN2CC(=O)N2CC(C2)(C#N)C)F 1-[2-[6-[3-(Difluoromethyl)-4-fluoro-phenyl]pyrazolo[4,3-b]pyridin-1-yl]acetyl]-3-methyl-azetidine-3-carbonitrile